COC=1C=C(C=CC1OC)C1C(CC2(OCCO2)CC1)=O 8-(3,4-Dimethoxyphenyl)-1,4-dioxaspiro[4.5]decan-7-one